3-((3,5-difluoro-4-(tetradecyloxy)phenyl)sulfonyl)-4-(4-(4-methylpiperazin-1-yl)-[1,4'-bipiperidin]-1'-yl)-6-(methylsulfinyl)quinoline FC=1C=C(C=C(C1OCCCCCCCCCCCCCC)F)S(=O)(=O)C=1C=NC2=CC=C(C=C2C1N1CCC(CC1)N1CCC(CC1)N1CCN(CC1)C)S(=O)C